F[B-](F)(F)F.C(CCC)[N+]1(CCCCC1)C 1-Butyl-1-methylpiperidinium tetrafluoroborat